[Ni](=O)(=O)(=O)=O nickel tetraoxide